3-((tert-butoxycarbonyl)amino)-3-(hydroxymethyl)azepane-1-carboxylic acid tert-butyl ester C(C)(C)(C)OC(=O)N1CC(CCCC1)(CO)NC(=O)OC(C)(C)C